methyl (S)-3-(3-cyclobutyl-5-(3,5-dimethyl-1H-pyrazol-1-yl)phenyl)-4-(8,8-difluoro-6-((5,6,7,8-tetrahydro-1,8-naphthyridin-2-yl)methyl)-2,6-diazaspiro[3.4]octan-2-yl)butanoate C1(CCC1)C=1C=C(C=C(C1)N1N=C(C=C1C)C)[C@H](CC(=O)OC)CN1CC2(C1)CN(CC2(F)F)CC2=NC=1NCCCC1C=C2